C(C)(C)(C)OC(=O)N[C@H](C(=O)OC)CC1=CNC2=CC=C(C=C12)O methyl (S)-2-((tert-butoxycarbonyl)amino)-3-(5-hydroxy-1H-indol-3-yl)propanoate